O1C(CCCC1)N1N=CC2=C(C(=C(C=C12)C(F)(F)F)CCCCC(=O)OCC)B1OC(C(O1)(C)C)(C)C Ethyl 5-(1-(tetrahydro-2H-pyran-2-yl)-4-(4,4,5,5-tetramethyl-1,3,2-dioxaborolan-2-yl)-6-(trifluoromethyl)-1H-indazol-5-yl)pentanoate